FC1=CC=C2C(=C(/C(/C2=C1F)=C/C1=CC(=CC=C1)OC1=CC=CC=C1)C)CC(=O)O (Z)-2-(6,7-difluoro-2-methyl-1-(3-phenoxybenzylidene)-1H-inden-3-yl)acetic acid